N1(CCOCC1)C(=O)OC1=C(C=CC=C1)\N=N\C=1C(=NC(=CC1)NC(CNC(=O)OC(C)(C)C)=O)N (E)-2-((2-amino-6-(2-((tert-butoxycarbonyl)amino)acetamido)pyridin-3-yl)diazenyl)phenyl morpholine-4-carboxylate